tert-butyl 7-(4-(cyclopropylamino) butyl)-3,4-dihydro-1,8-naphthyridine-1(2H)-carboxylate C1(CC1)NCCCCC1=CC=C2CCCN(C2=N1)C(=O)OC(C)(C)C